(2-fluoroethyl)pyrrolidin FCCN1CCCC1